1,4,5,6-TETRAHYDRO-PYRIDAZINE-3-CARBOXYLIC ACID N1N=C(CCC1)C(=O)O